4,4'-(decane-1,10-diyl)bis(benzene-1,2-diol) C(CCCCCCCCCC=1C=C(C(=CC1)O)O)C=1C=C(C(=CC1)O)O